4-(2-bromobenzylidene)-2,6-bis-tert-butylcyclohex-2,5-dien-1-one BrC1=C(C=C2C=C(C(C(=C2)C(C)(C)C)=O)C(C)(C)C)C=CC=C1